OC1=CC=C(C=C1)CC1C(NCC2N(N(CC(N21)=O)CC=C)C(=O)N)=O 6-((4-hydroxyphenyl)methyl)-4,7-dioxo-2-(prop-2-en-1-yl)-octahydro-1H-pyrazino[2,1-c][1,2,4]triazine-1-carboxamide